C(CCCCCCCCCC)C=1C=CC2=C(CC(O2)=O)C1 5-undecyl-2(3H)-benzofuranone